4-[m-bromo-p-N,N-bis(chloroethyl)aminophenyl]-2,6-bis(trichloromethyl)-s-triazine BrC=1C=C(C=CC1N(CCCl)CCCl)C1=NC(=NC(=N1)C(Cl)(Cl)Cl)C(Cl)(Cl)Cl